2-Vinyl-pyridine C(=C)C1=NC=CC=C1